7-chloro-3-(2,3-dichlorophenyl)-N-(2,4-dimethoxybenzyl)-1,6-naphthyridin-5-amine ClC=1N=C(C=2C=C(C=NC2C1)C1=C(C(=CC=C1)Cl)Cl)NCC1=C(C=C(C=C1)OC)OC